methyl (1R,3S)-1-((2'-(benzyloxy)-3',4,6'-trifluoro-[1,1'-biphenyl]-3-yl)methyl)-3-(methylsulfonamido)cyclopentane-1-carboxylate C(C1=CC=CC=C1)OC1=C(C(=CC=C1F)F)C1=CC(=C(C=C1)F)C[C@]1(C[C@H](CC1)NS(=O)(=O)C)C(=O)OC